C(CC)S(=O)(=O)OC1=CC=C(C=C1)C1=CN=C(S1)C=1C=NC=CC1 4-(2-(pyridin-3-yl)thiazol-5-yl)phenyl propane-1-sulfonate